COC1=NC=CC(=N1)C1=CC=2C=NC(=CC2N1COCC[Si](C)(C)C)NC1CCOCC1 2-(2-methoxypyrimidin-4-yl)-N-(tetrahydro-2H-pyran-4-yl)-1-((2-(trimethylsilyl)ethoxy)methyl)-1H-pyrrolo[3,2-c]Pyridin-6-amine